C(CCCCCCCCCCCCCCC(=O)NN)(=O)NN thapsic acid dihydrazide